[Cl-].C[N+](CC=C)(CC=C)C N,N-DIMETHYL-N-2-PROPENYL-2-PROPENE-1-AMINIUM CHLORIDE